2-(cyclohex-1-en-1-yl)-N-(4-(2-methylmorpholino)pyridin-3-yl)imidazo[1,2-b]pyridazine-8-carboxamide C1(=CCCCC1)C=1N=C2N(N=CC=C2C(=O)NC=2C=NC=CC2N2CC(OCC2)C)C1